1-(diethoxymethyl)-3-isopropenyl-1-methylcyclopentane C(C)OC(C1(CC(CC1)C(=C)C)C)OCC